C12(CC3CC(CC(C1)C3)C2)NCC2=CC=C(COC3=C1C(N(C(=NC1=CC=C3)C)C3C(NC(CC3)=O)=O)=O)C=C2 3-(5-((4-((adamantan-1-ylamino)methyl)benzyl)oxy)-2-methyl-4-oxoquinazolin-3(4H)-yl)piperidine-2,6-dione